C(CC)O[Si](CCCCCCCCCC)(OCCC)OCCC tripropoxy(decyl)silane